BrC=1C=C(C=CC1)NC1(CCC2(CCC3=CC=CC=C23)CC1)C(=O)O 4-(3-Bromophenylamino)-2',3'-dihydrospiro[cyclohexane-1,1'-indene]-4-carboxylic acid